CN(C([C@H]([C@@H](C)C1=CC2=CC=CC=C2C=C1)NC1=CC=CC=C1)=O)C (2S,3S)-N,N-Dimethyl-3-(naphthalen-2-yl)-2-(phenylamino)butanamide